(1-(5-(1,1,1-trifluoro-4-morpholinobutan-2-yl)pyridin-2-yl)-1H-pyrazol-4-yl)-3H-imidazo[4,5-b]pyridine FC(C(CCN1CCOCC1)C=1C=CC(=NC1)N1N=CC(=C1)C1=NC=2C(=NC=CC2)N1)(F)F